chloro-4-((2,4-dimethoxybenzyl)amino)imidazo[1,5-a]quinoxaline-8-carboxylic acid ClC1=NC=C2N1C1=CC(=CC=C1N=C2NCC2=C(C=C(C=C2)OC)OC)C(=O)O